2-aminobenzo[d]oxazole-5-carboxylic acid NC=1OC2=C(N1)C=C(C=C2)C(=O)O